1-(1,5-dimethyl-4-hexenyl)-4-methylbenzene CC(CCC=C(C)C)C1=CC=C(C=C1)C